methyl (2S,5R)-3-hydroxy-5-methyl-2-((((CIS)-4-phenylcyclohexyl)oxy)methyl)pyrrolidine-1-carboxylate OC1[C@@H](N([C@@H](C1)C)C(=O)OC)CO[C@@H]1CC[C@@H](CC1)C1=CC=CC=C1